ClC1=C(C=C(C2=C1CC(O2)([2H])[2H])C2=CC=C(C=C2)C(C)C)N 4-chloro-2,2-dideutero-7-(4-isopropylphenyl)-3H-benzofuran-5-amine